(2-benzoyl-4,6-dimethoxybenzofuran-3-yl)diphenyl-phosphine oxide C(C1=CC=CC=C1)(=O)C=1OC2=C(C1P(C1=CC=CC=C1)(C1=CC=CC=C1)=O)C(=CC(=C2)OC)OC